tert-butyl 7-[(diethoxyphosphoryl)methyl]naphthalene-2-carboxylate C(C)OP(=O)(OCC)CC1=CC=C2C=CC(=CC2=C1)C(=O)OC(C)(C)C